4-(((5'-chloro-2'-((1-(2-(2,6-dioxopiperidin-3-yl)benzyl)piperidin-4-yl)amino)-[2,4'-bipyridyl]-6-yl)amino)methyl)tetrahydro-2H-pyran-4-carbonitrile ClC=1C(=CC(=NC1)NC1CCN(CC1)CC1=C(C=CC=C1)C1C(NC(CC1)=O)=O)C1=NC(=CC=C1)NCC1(CCOCC1)C#N